C1=CC(=CC=C1C[C@@H](C(=O)[O-])[NH3+])O The molecule is an amino acid zwitterion arising from transfer of a proton from the carboxy to the amino group of L-tyrosine; major species at pH 7.3. It is a conjugate base of a L-tyrosinium. It is a conjugate acid of a L-tyrosinate(1-). It is a tautomer of a L-tyrosine.